C1(CC1)C1=C(OC2=CC=C(C=C2)N2N=C3C(NCC[C@H]3N3CCN(CC3)S(=O)(=O)C3=C(C=CC=C3)[N+](=O)[O-])=C2C(=O)O)C=CC=C1 (7R)-2-[4-(2-cyclopropylphenoxy)phenyl]-7-[4-(2-nitrobenzene-1-sulfonyl)piperazin-1-yl]-4,5,6,7-tetrahydro-2H-pyrazolo[4,3-b]pyridine-3-carboxylic acid